N-[3-chloro-4-[4-[(3R,4S)-3-hydroxypiperidine-4-carbonyl]piperazine-1-carbonyl]phenyl]-5-(2,3-difluoro-4-methoxy-phenyl)-1-methyl-imidazole-2-carboxamide formate C(=O)O.ClC=1C=C(C=CC1C(=O)N1CCN(CC1)C(=O)[C@@H]1[C@H](CNCC1)O)NC(=O)C=1N(C(=CN1)C1=C(C(=C(C=C1)OC)F)F)C